NC1=C(C(=NS1)C)C(=O)NCCCC[C@H](NC(=O)C1=CN=CS1)C=1NC(=CN1)C1=CC2=CC=CC=C2C=C1 (S)-5-amino-3-methyl-N-(5-(5-(naphthalen-2-yl)-1H-imidazol-2-yl)-5-(thiazole-5-carboxamido)pentyl)isothiazole-4-carboxamide